FC=1C=2N(C=C(C1)C1=CNC=3N=C(N=CC31)NCC(C)C)C(=CN2)CO (8-fluoro-6-(2-(isobutylamino)-7H-pyrrolo[2,3-d]pyrimidin-5-yl)imidazo[1,2-a]pyridin-3-yl)methanol